ClC=1C=CC(=NC1)OC[C@H]1N(C2CC(C1)C2)C(=O)C2=C(C=CC(=C2)C)C2=NC=CC=N2 (3S)-3-{[(5-Chloropyridin-2-yl)oxy]methyl}-2-{[5-methyl-2-(pyrimidin-2-yl)phenyl]carbonyl}-2-azabicyclo[3.1.1]heptan